(3R,7S)-2-(3,4-dichlorobenzoyl)-N,3-dimethyl-9-(1-(4-(methylsulfonyl)phenyl)propyl)-10-oxo-1,2,3,4,7,8,9,10-octahydropyrido[4',3':3,4]pyrazolo[1,5-a]pyrazine-7-carboxamide ClC=1C=C(C(=O)N2CC=3C(=NN4C3C(N(C[C@H]4C(=O)NC)C(CC)C4=CC=C(C=C4)S(=O)(=O)C)=O)C[C@H]2C)C=CC1Cl